6-Chloro-2-(chloromethyl)-8-methylquinazolin-4(3H)-one ClC=1C=C2C(NC(=NC2=C(C1)C)CCl)=O